C(#N)[C@@H]1C[C@@]2(CN1C([C@H](CC=1C=NC=CC1)NC(CC(C)(C)C)=O)=O)C(NC1=CC=CC=C12)=O (S)-1-(((S)-1-((3R,5'S)-5'-cyano-2-oxospiro[indoline-3,3'-Pyrrolidin]-1'-yl)-1-oxo-3-(pyridin-3-yl)propan-2-yl)amino)-3,3-dimethyl-1-oxobutane